ClC=1C(=CC(=NC1)NC([C@@H](C)C1=NC(=CC=C1)C#N)=O)C1=C2N(N=C1)CC(C2)(C)C (S)-N-(5-chloro-4-(5,5-dimethyl-5,6-dihydro-4H-pyrrolo[1,2-b]pyrazol-3-yl)pyridin-2-yl)-2-(6-cyanopyridin-2-yl)propionamide